N-(1-isobutyryl-1H-pyrazol-3-yl)-N-(thiophen-2-ylmethyl)-2-(p-tolyloxy)acetamide C(C(C)C)(=O)N1N=C(C=C1)N(C(COC1=CC=C(C=C1)C)=O)CC=1SC=CC1